NC=1SC2=C(C1C#N)C(=CC=C2F)C2=C1C(=C3C(=CN=NC3=C2F)N2C3CNCC2CC3)COC1 2-Amino-4-[9-(3,8-diazabicyclo[3.2.1]octan-8-yl)-5-fluoro-1,3-dihydrofuro[3,4-f]cinnolin-4-yl]-7-fluoro-benzothiophene-3-carbonitrile